ClC=1C=NC=C(C1[C@@H](C)OC=1C=C2C(=NNC2=CC1)C=1C=NC(=NC1)N1CCC2(CCNC2=O)CC1)Cl 8-[5-[5-[(1R)-1-(3,5-dichloro-4-pyridyl)ethoxy]-1H-indazol-3-yl]pyrimidin-2-yl]-2,8-diazaspiro-[4.5]decan-1-one